(S)-1-(5-formyl-1H-pyrrole-2-carbonyl)-N-(3,4,5-trifluorophenyl)pyrrolidine-3-carboxamide C(=O)C1=CC=C(N1)C(=O)N1C[C@H](CC1)C(=O)NC1=CC(=C(C(=C1)F)F)F